CN(CCOC=1C=CC(=C(C(=O)N[C@H](C)C2=CC(=NC3=CC=CC=C23)C=2C=NC(=NC2)OC)C1)C)C (R)-5-(2-(dimethylamino)ethoxy)-N-(1-(2-(2-methoxy-pyrimidin-5-yl)quinolin-4-yl)ethyl)-2-methylbenzamide